(3aR,4R,5R,6aS)-5-(2-fluorophenoxy)-2-((S)-2-hydroxy-2-(5-((4-methoxybenzyl)oxy)pyridin-2-yl)ethyl)hexahydrocyclopenta[c]pyrrole-3a,4(1H)-diol FC1=C(O[C@H]2[C@H]([C@]3([C@H](CN(C3)C[C@@H](C3=NC=C(C=C3)OCC3=CC=C(C=C3)OC)O)C2)O)O)C=CC=C1